2-[(2R)-2-methoxy-2,3-dihydro-1H-inden-5-yl]-4,4,5,5-tetramethyl-1,3,2-dioxaborolane CO[C@@H]1CC2=CC=C(C=C2C1)B1OC(C(O1)(C)C)(C)C